FC(C1=CC=CC(=N1)OCC1[C@H]2CN(C[C@@H]12)C(=O)C1=CN=CC(=N1)C(=O)OC)(F)F methyl 6-((1R,5S,6r)-6-(((6-(trifluoromethyl)pyridin-2-yl)oxy)methyl)-3-azabicyclo[3.1.0]hexane-3-carbonyl)pyrazine-2-carboxylate